dimethylsilylene(cyclopentadienyl)(3,6-dimethylfluoren-9-yl)hafnium C[Si](=[Hf](C1C2=CC=C(C=C2C=2C=C(C=CC12)C)C)C1C=CC=C1)C